(R)-1-(5-methoxy-1H-pyrrolo[2,3-c]pyridin-1-yl)-N,N-dimethylpropan-2-amine COC=1C=C2C(=CN1)N(C=C2)C[C@@H](C)N(C)C